C(=C)N1C=[N+](C=C1)N 1-vinyl-3-aminoimidazolium